4-Chloro-2-aminobenzamide ClC1=CC(=C(C(=O)N)C=C1)N